7-bromo-4-chloro-2-(2,4-dimethoxybenzyl)-2,3-dihydro-1H-pyrrolo[3,4-c]pyridin BrC=1C2=C(C(=NC1)Cl)CN(C2)CC2=C(C=C(C=C2)OC)OC